N[C@H]1CN(CCC1)C(=O)C1=CC=2N(C=C1)C(=C(N2)C=2N(C1=CC=C(C=C1C2)F)CC2=CC=C(C=C2)OC)C (R)-(3-Aminopiperidin-1-yl)(2-(5-fluoro-1-(4-methoxybenzyl)-1H-indol-2-yl)-3-methylimidazo[1,2-a]pyridin-7-yl)methanone